6,7-dihydrothiazolo[4,5-c]pyridine-5(4H)-carboxylate S1C=NC=2CN(CCC21)C(=O)[O-]